CC1=NC=C(C=C1)CBr methyl-5-bromomethyl-pyridine